(2S)-1-[4-chloro-1-(p-tolylsulfonyl)indazol-3-yl]-4,4-difluoro-pyrrolidine-2-carbaldehyde ClC1=C2C(=NN(C2=CC=C1)S(=O)(=O)C1=CC=C(C=C1)C)N1[C@@H](CC(C1)(F)F)C=O